CC1=C(C(=O)P([O-])(=O)CC)C(=CC(=C1)C)C (2,4,6-trimethylbenzoyl)-ethylphosphinate